(2Z,7aS)-2-ethylidene-5-oxotetrahydro-1H-pyrrolizine-7a(5H)-carboxylate C(/C)=C/1\C[C@@]2(CCC(N2C1)=O)C(=O)[O-]